(1-Chloro-5,6,7,8-tetrahydronaphthalen-2-yl)carbamic acid tert-butyl ester C(C)(C)(C)OC(NC1=C(C=2CCCCC2C=C1)Cl)=O